FC=1C(=NC=CC1)OC1=CC=C2C(=C(C(OC2=C1)=O)CC1=C(C(=NC=C1)NS(NC)(=O)=O)OC)C 7-[(3-fluoro-2-pyridinyl)oxy]-3-[[3-methoxy-2-(methylsulfamoylamino)-4-pyridinyl]methyl]-4-methyl-chromen-2-one